CP(=O)(C)C=1C=C(C=CC1)CC1CC2(CN(C2)C(=O)N2C[C@@H]3[C@@H](OCC(N3)=O)CC2)C1 (4aR,8aS)-6-[6-[(3-dimethylphosphorylphenyl)methyl]-2-azaspiro[3.3]heptane-2-carbonyl]-4,4a,5,7,8,8a-hexahydropyrido[4,3-b][1,4]oxazin-3-one